(R)-6-(7-chloro-3-cyclohexyl-2-methyl-1,1-dioxido-5-phenyl-2,3,4,5-tetrahydrobenzo[f][1,2,5]thiadiazepin-8-yl)-2,2-difluorobenzo[d][1,3]dioxole-4-carboxylic acid ClC=1C(=CC2=C(N(C[C@H](N(S2(=O)=O)C)C2CCCCC2)C2=CC=CC=C2)C1)C=1C=C(C2=C(OC(O2)(F)F)C1)C(=O)O